N1=C(C=CC=2CCCNC12)CC[C@@H]1C[C@H](C1)OCC[C@H](NC(=O)C1CCCC=2C=NNC12)C(=O)O O-(trans-3-(2-(5,6,7,8-tetrahydro-1,8-naphthyridin-2-yl)ethyl)cyclobutyl)-N-(4,5,6,7-tetrahydro-1H-indazole-7-carbonyl)homoserine